ClC=1C=CC(=C(C(=O)NC=2C=C(C=C(C2)C(F)(F)F)C2=CC(=CC=C2)C(=O)O)C1)O 3'-(5-chloro-2-hydroxybenzamido)-5'-(trifluoromethyl)-[1,1'-biphenyl]-3-carboxylic acid